C(C)(C)(C)C=1C=C2C(=NNC2=CC1Cl)NCC=1N(C(=C(N1)Cl)C(=O)OC)[C@H]1CNCC1 methyl (R)-2-(((5-(tert-butyl)-6-chloro-1H-indazol-3-yl)amino)methyl)-4-chloro-1-(pyrrolidin-3-yl)-1H-imidazole-5-carboxylate